(3R,4R,5R,6R)-4,5-bis(benzyloxy)-6-((benzyloxy)methyl)tetrahydro-2H-pyran-3-carbonyl chloride C(C1=CC=CC=C1)O[C@@H]1[C@@H](CO[C@@H]([C@@H]1OCC1=CC=CC=C1)COCC1=CC=CC=C1)C(=O)Cl